FC([C@H](CO)NC(OC(C)(C)C)=O)C tert-butyl ((2S)-3-fluoro-1-hydroxybutan-2-yl)carbamate